4-Hydroxy-1-bromonaphthalene OC1=CC=C(C2=CC=CC=C12)Br